2-((1r,2s)-1-(2-cyano-5-fluorophenyl)-1-(1,3-dimethyl-1H-pyrazol-5-yl)propan-2-yl)-5-hydroxy-N-(isoxazol-4-yl)-1-methyl-6-oxo-1,6-dihydropyrimidine-4-carboxamide C(#N)C1=C(C=C(C=C1)F)[C@@H]([C@H](C)C=1N(C(C(=C(N1)C(=O)NC=1C=NOC1)O)=O)C)C1=CC(=NN1C)C